N-(cyclopropylmethoxy)-5-((7-fluoro-2,3-dihydrobenzo[b][1,4]dioxin-5-yl)amino)-7-(methylamino)pyrazolo[1,5-a]pyrimidine-3-carboxamide C1(CC1)CONC(=O)C=1C=NN2C1N=C(C=C2NC)NC2=CC(=CC=1OCCOC12)F